C(C)(=O)OC1=C2C(C(=COC2=CC(=C1COC(C)=O)OC)C1=CC=C(C=C1)OC)=O 5-Acetyloxy-6-(acetoxymethyl)-7-methoxy-3-(4-methoxyphenyl)-4H-chromen-4-one